CC1NC(CC(C1)=O)C=1N=NN(C1)C 2-methyl-6-(1-methyltriazol-4-yl)piperidin-4-one